[C@H]12CN(C[C@H](CC1)N2)C=2C1=C(N=C(N2)OCCOC)C(=C(N=C1)C1=CC(=CC2=CC=CC=C12)O)F 4-(4-((1R,5S)-3,8-diazabicyclo[3.2.1]octan-3-yl)-8-fluoro-2-(2-methoxyethoxy)pyrido[4,3-d]pyrimidin-7-yl)naphthalen-2-ol